α,α-dimethoxy-α-morpholinyl-methylthioacetophenone COC(C(=S)C1=C(C=CC=C1)C)(N1CCOCC1)OC